N-[(7-fluoro-1-{[2-(trimethylsilyl)ethoxy]methyl}-1H-benzimidazol-2-yl)methyl]-2-(morpholin-4-yl)-8-(trifluoromethyl)pyrazolo[1,5-a][1,3,5]triazin-4-amine FC1=CC=CC2=C1N(C(=N2)CNC2=NC(=NC=1N2N=CC1C(F)(F)F)N1CCOCC1)COCC[Si](C)(C)C